bromobutyl chloride BrCCCCCl